BrC1=NO[C@@H](C1)[C@@H]1CN(CC1)CC1=CC=C(C=C1)C(F)(F)F (5S)-3-bromo-5-[(3S)-1-[[4-(trifluoromethyl)phenyl]methyl]pyrrolidin-3-yl]-4,5-dihydroisoxazole